2-(3-methoxyphenyl)oxazole-4-carboxylic acid COC=1C=C(C=CC1)C=1OC=C(N1)C(=O)O